COC1=CC=C(CN(S(=O)(=O)C[C@@H](CC=C)C)CC2=CC=C(C=C2)OC)C=C1 (2R)-N,N-bis(4-methoxybenzyl)-2-methylpent-4-ene-1-sulfonamide